tert-butyl N-[2-[tert-butyl(diphenyl)silyl]oxy-1-(8-fluoro-6-formyl-6,7-dihydro-5H-cyclopenta[f][1,3]benzoxazol-2-yl)ethyl]-N-methyl-carbamate [Si](C1=CC=CC=C1)(C1=CC=CC=C1)(C(C)(C)C)OCC(C=1OC2=C(N1)C=C1C(=C2F)CC(C1)C=O)N(C(OC(C)(C)C)=O)C